CC(C(=O)OCC(COCCC[Si](O[Si](C)(C)C)(O[Si](C)(C)C)C)O)=C [2-hydroxy-3-[3-[methyl-bis(trimethylsilyloxy)silyl]propoxy]propyl] 2-methylprop-2-enoate